2-bromo-5-chloro-N-methyl-12-oxa-3-thia-6-azatricyclo[6.4.1.04,13]trideca-1,4(13),5,7-tetraen-7-amine BrC1=C2OCCCC3=C(N=C(C(S1)=C23)Cl)NC